CC1=C2C=CC=NC2=C(C=C1)NS(=O)(=O)C1=NC=CC=C1 N-(5-methyl-quinolin-8-yl)pyridine-2-sulfonamide